(4-((5-fluoro-2-methoxybenzamido)methyl)phenyl)-2-(4-methoxybenzyl)-4-(3-methylpyridin-4-yl)-2H-pyrazolo[4,3-c]pyridine-7-carboxamide FC=1C=CC(=C(C(=O)NCC2=CC=C(C=C2)C=2N(N=C3C2C(=NC=C3C(=O)N)C3=C(C=NC=C3)C)CC3=CC=C(C=C3)OC)C1)OC